[Cl-].C(CCCCCCCCCC)[N+]1(CCCCC1)CCCC 1-undecyl-1-butylpiperidinium chloride